1-chloronaphthalen-2-yl (3S)-4-[N2-cyclohexyl-N6-(methylsulfonyl)-D-lysyl]-3-[(thiophen-2-ylmethyl)carbamoyl]piperazine-1-carboxylate C1(CCCCC1)N[C@H](CCCCNS(=O)(=O)C)C(=O)N1[C@@H](CN(CC1)C(=O)OC1=C(C2=CC=CC=C2C=C1)Cl)C(NCC=1SC=CC1)=O